O[C@@H](CCCCCCC(C(=O)O)(C)C)[C@H](CCCCCCC(C(=O)O)(C)C)OC (9S,10S)-9-hydroxy-10-methoxy-2,2,17,17-tetramethyloctadecanedioic acid